C(C)N(CC)CC1=CC=C(C=C1)B(O)O 4-(N,N-DIETHYLAMINOMETHYL)BENZENEBORONIC ACID